ClC=1C2=C(N=CN1)N(C=C2)C2(CCCCC2)O (4-chloro-7H-pyrrolo[2,3-d]pyrimidin-7-yl)cyclohexan-1-ol